ClC1=C(OCC=2OC(=CN2)CC2CCN(CC2)C(=O)OC(C)(C)C)C=CC(=C1)Cl tert-Butyl 4-((2-((2,4-dichlorophenoxy)methyl)oxazol-5-yl)methyl)piperidine-1-carboxylate